NC1=NC(=CC(=C1C(=O)OC)Cl)O methyl 2-amino-4-chloro-6-hydroxy-3-picolinate